NC1=CC(=C(C=C1)C1(CCN(CC1)C)C#N)C 4-(4-amino-2-methylphenyl)-1-methylpiperidine-4-carbonitrile